2-(2,4-dichlorophenyl)-2-methyl-4-propyl-1,3-dioxolane ClC1=C(C=CC(=C1)Cl)C1(OCC(O1)CCC)C